8-cyclopentyl-6-(3-methoxyphenyl)-2-(4-(phenethylamino)piperidin-1-yl)pyrido[2,3-d]pyrimidine C1(CCCC1)N1CC(=CC2=C1N=C(N=C2)N2CCC(CC2)NCCC2=CC=CC=C2)C2=CC(=CC=C2)OC